N1(C=NC=C1)CC1=CC(=C2CCN(C(C2=C1)=O)C1=C2C=C(C=NC2=CC=N1)CC)C=1C(=NN(C1)C)C(F)(F)F 7-((1H-Imidazol-1-yl)methyl)-2-(3-ethyl-1,6-naphthyridin-5-yl)-5-(1-methyl-3-(trifluoromethyl)-1H-pyrazol-4-yl)-3,4-dihydroisoquinolin-1(2H)-one